(R)-(4-(4-chloropyrazolo[1,5-a]pyridin-2-yl)-6,7-dihydro-1H-imidazo[4,5-c]pyridin-5(4H)-yl)(pyrazolo[1,5-a]pyridin-3-yl)methanone ClC=1C=2N(C=CC1)N=C(C2)[C@@H]2N(CCC1=C2N=CN1)C(=O)C=1C=NN2C1C=CC=C2